(((((1R,2S,5R)-2-carbamoyl-7-oxo-1,6-diazabicyclo[3.2.1]octan-6-yl) oxy) sulfonyl) oxy)-2,2-dimethylpropyl pivalate C(C(C)(C)C)(=O)OC(C(C)(C)C)OS(=O)(=O)ON1[C@@H]2CC[C@H](N(C1=O)C2)C(N)=O